C(C)(C)(C)[Si](OCCCCCC1CCNCC1)(C)C tert-butyl-dimethyl-[5-(4-piperidyl)pentoxy]silane